tert-butyl 4-[3-(2-ethoxy-2-oxo-ethyl)cyclobutyl]piperidine-1-carboxylate C(C)OC(CC1CC(C1)C1CCN(CC1)C(=O)OC(C)(C)C)=O